3,3-difluoroazetidin-1-ium FC1(C[NH2+]C1)F